BrC=1C=C2C(N3C(=NC2=CC1)NCCC3)=O 8-bromo-1,2,3,4-tetrahydro-6H-pyrimido[2,1-b]quinazolin-6-one